C(C)(C)(C)OC(=O)N[C@H](C(=O)O)C1C(CCC1)(C)C (2S)-2-(tert-butoxycarbonyl-amino)-2-(2,2-dimethylcyclopentyl)acetic acid